C(=O)(O)CC=1C(=NC(N([C@H]2[C@H](O)[C@H](O)[C@@H](CO)O2)C1)=O)N 5-carboxymethyl-cytidine